C(C)NC(NC=1SC(=CN1)C(=O)OC)=O.C(CN)N ethylenediamine methyl 2-(3-ethylureido)thiazole-5-carboxylate